ClC=1C=C(C=C(C1)Cl)N1CC(N(CC1)C(=O)[O-])C 4-(3,5-dichlorophenyl)-2-methyl-piperazine-1-carboxylate